4-(5-(1-(m-tolyl)-1H-pyrazol-3-yl)-3H-imidazo[4,5-b]pyridin-7-yl)morpholine C1(=CC(=CC=C1)N1N=C(C=C1)C1=CC(=C2C(=N1)NC=N2)N2CCOCC2)C